4-fluorophenethyl-ammonium chloride [Cl-].FC1=CC=C(CC[NH3+])C=C1